C1(CC1)N1C(=NC=C1)S(=O)(=O)NC=1C=CC(=C2C=CC=NC12)N1CCOCC1 1-cyclopropyl-N-(5-morpholino-8-quinolinyl)imidazole-2-sulfonamide